tert-butyl 4-(bis(4-fluorophenyl) methyl)-2-phenylpiperazine-1-carboxylate FC1=CC=C(C=C1)C(N1CC(N(CC1)C(=O)OC(C)(C)C)C1=CC=CC=C1)C1=CC=C(C=C1)F